C(C)(C)(C)C1N2C(C3=CC(=C(C=C3C1)C1=CN=C(S1)C(NC)=O)OC)=CC(C(=C2)C(=O)O)=O 6-tert-butyl-10-methoxy-9-[2-(methylcarbamoyl)thiazol-5-yl]-2-oxo-6,7-dihydro-2H-pyrido[2,1-a]isoquinoline-3-carboxylic Acid